4-((3-(6-(benzylamino)spiro[3.3]heptan-2-yl)ureido)methyl)benzamide C(C1=CC=CC=C1)NC1CC2(CC(C2)NC(NCC2=CC=C(C(=O)N)C=C2)=O)C1